ClCC(=O)NC=1C=C(C(=O)O)C=C(C1)NC(CCl)=O 3,5-bis[(2-chloroacetyl)amino]benzoic acid